monobromophenol BrC1=CC=C(C=C1)O